ClC1=C(C=C2CCN(C2=C1)C1=C(C=NC2=CC=C(C=C12)C=1C=NC(=CC1)C1=NN=CN1)C#N)F 4-(6-chloro-5-fluoro-indolin-1-yl)-6-[6-(4H-1,2,4-triazol-3-yl)-3-pyridyl]quinoline-3-carbonitrile